3-((6-chloro-7-fluoro-2-methoxy-1-(1-propyl-1H-pyrazol-4-yl)-1H-indol-3-yl)thio)benzoic acid ClC1=CC=C2C(=C(N(C2=C1F)C=1C=NN(C1)CCC)OC)SC=1C=C(C(=O)O)C=CC1